[Na].C(C1=CC=CC=C1)OC(=O)NS(=O)(=O)N1C(=C(C=C1)OCC1CC1)C(=O)OCC1=CC=CC=C1 Benzyl 1-(benzyloxycarbonylsulfamoyl)-3-(cyclopropylmethoxy)pyrrole-2-carboxylate, sodium salt